C(C)(C)(C)OC(=O)N[C@H](C(=O)OC)C[C@H]1C(NCC1)=O (S)-methyl 2-((tert-butoxycarbonyl)amino)-3-((S)-2-oxopyrrolidin-3-yl)propanoate